C(C)(C)(C)OC(=O)O[C@@H]1[C@H]([C@H](N(C1)C(=O)OC(C)(C)C)CC1=CC=C(C=C1)OC)OC(=O)C1CC2(CC2(F)F)C1 tert-butyl (2R,3S,4S)-4-[(tert-butoxy carbonyl)oxy]-3-{1,1-difluorospiro[2.3]hexane-5-carbonyloxy}-2-[(4-methoxyphenyl)methyl]pyrrolidine-1-carboxylate